5-chloro-3-methylbenzo[D]oxazol ClC=1C=CC2=C(N(CO2)C)C1